CC(C[C@@H](C(=O)O)NC(CC1N(C(CC1)=O)CC1=CC(=CC=C1)C)=O)C (2S)-4-methyl-2-[[2-[1-[(3-methylphenyl)methyl]-5-oxopyrrolidin-2-yl]acetyl]amino]pentanoic acid